nonafluorohexyltris(dimethylamino)silane CN(C)[Si](C(C(C(CCC(F)(F)F)(F)F)(F)F)(F)F)(N(C)C)N(C)C